N-(3-oxa-9-azabicyclo[3.3.1]nonan-7-yl)-2,3-dihydro-1H-pyrrolo[1,2-a]indole-9-carboxamide C12COCC(CC(C1)NC(=O)C1=C3N(C=4C=CC=CC14)CCC3)N2